C(#N)CCCN1CCN(CC1)C(CN1N=C(C(=C1)NC(=O)C=1C=NN2C1N=CC=C2)C2=C(C=CC(=C2)SC(C)C)OC(F)F)=O N-[1-[2-[4-(3-cyanopropyl)piperazin-1-yl]-2-oxo-ethyl]-3-[2-(difluoromethoxy)-5-isopropylsulfanyl-phenyl]pyrazol-4-yl]pyrazolo[1,5-a]pyrimidine-3-carboxamide